(4-Nitrophenyl)(7-(trifluoromethyl)imidazo[1,2-a]pyridin-3-yl)methanone iminodisuccinate N(C(C(=O)O)CC(=O)O)C(C(=O)O)CC(=O)O.[N+](=O)([O-])C1=CC=C(C=C1)C(=O)C1=CN=C2N1C=CC(=C2)C(F)(F)F